C(C1=CC=CC=C1)N1CC(C(C(C1)C)(F)F)CCN(C)C 2-(1-benzyl-4,4-difluoro-5-methyl-3-piperidyl)-N,N-dimethyl-ethanamine